1-(2-fluoro-4-((3-keto-3,4-dihydropyrido[2,3-b]pyrazin-8-yl)oxy)phenyl)-3-(3-(3-methyloxetan-3-yl)-1-phenyl-1H-pyrazol-5-yl)urea FC1=C(C=CC(=C1)OC1=CC=NC=2NC(C=NC21)=O)NC(=O)NC2=CC(=NN2C2=CC=CC=C2)C2(COC2)C